(S)-1-(3-(3-Chloro-2-methylphenyl)-3-((3-fluoroquinolin-7-yl)amino)pyrrolidin-1-yl)prop-2-en-1-one ClC=1C(=C(C=CC1)[C@@]1(CN(CC1)C(C=C)=O)NC1=CC=C2C=C(C=NC2=C1)F)C